ClC=1C=C(C=C(C1)F)NC1C(N(CCC1)[C@H]1CN(CCC1)C1=NC=NC(=C1F)NCCC)=O (3'r)-3-(3-chloro-5-fluorophenylamino)-1'-(5-fluoro-6-(propylamino)pyrimidin-4-yl)-1,3'-bipiperidin-2-one